(R)-9-(pyrrolidin-3-ylmethyl)-3,9-diazaspiro[5.5]undecane-3-Carboxylic acid benzyl ester hydrochloride Cl.C(C1=CC=CC=C1)OC(=O)N1CCC2(CC1)CCN(CC2)C[C@H]2CNCC2